tert-butyl (2R,5R)-2-(4-fluorophenyl)-4-hydroxy-5-methyl-piperidine-1-carboxylate FC1=CC=C(C=C1)[C@@H]1N(C[C@H](C(C1)O)C)C(=O)OC(C)(C)C